P(=O)(OC=CCCCCCCCCCCCCCCCC)([O-])[O-] 9Z-octadecenyl phosphate